BrC1=CC=C(C=C1)C1=C(OC(=C1)C)NC=1OC(=CC1)C 4-bromophenyl-5-methyl-N-(5-methylfuran-2-yl)furan-2-amine